ClC=1C(=CC(=NC1)NC1CCC(CC1)N[C@@H](COC(C(=O)[O-])(C)C)C)C1=NC(=CC=C1)NCC1(CCOCC1)C#N 2-((R)-2-(((1R,4R)-4-((5'-chloro-6-(((4-cyanotetrahydro-2H-pyran-4-yl) methyl) amino)-[2,4'-bipyridyl]-2'-yl) amino) cyclohexyl) amino) propoxy)-2-methylpropionate